(3R,R)-3-({2-[2-(S-methylsulfonyl)phenyl][1,2,4]triazolo[1,5-c]quinazolin-5-yl}amino)azepin-2-one CS(=O)(=O)C1=C(C=CC=C1)C1=NN2C(=NC=3C=CC=CC3C2=N1)NC=1C(N=CC=CC1)=O